N-{4-[2-(acetamido)pyridin-4-yloxy]phenyl}-3-oxo-4-phenyl-3,4-dihydropyrazine-2-carboxamide C(C)(=O)NC1=NC=CC(=C1)OC1=CC=C(C=C1)NC(=O)C1=NC=CN(C1=O)C1=CC=CC=C1